C(#N)[C@]1(O[C@@H]([C@H]([C@H]1O)O)CO)C1=CC=C2C(=NC=NN21)NC(C(C)(C)OC)=O N-(7-((2R,3R,4S,5R)-2-cyano-3,4-dihydroxy-5-(hydroxymethyl)tetrahydrofuran-2-yl)pyrrolo[2,1-f][1,2,4]triazin-4-yl)-2-methoxy-2-methylpropanamide